3H-oxazepine O1NCC=CC=C1